N1N=CC2=CC=C(C=C12)C#N e-1H-indazole-6-carbonitrile